C=1N=CN2C1C1=CC=CC=C1[C@@H]2C2C(C1(C2)CCNCC1)O 2-((S)-5H-imidazo[5,1-a]isoindol-5-yl)-7-azaspiro[3.5]nonan-1-ol